methyl 2-(4-(2-(4-cyano-2-fluorophenyl)benzo[d][1,3]dioxol-4-yl)-2,6-difluorobenzyl)-1-(2-methoxyethyl)-1H-benzo[d]imidazole-6-carboxylate C(#N)C1=CC(=C(C=C1)C1OC2=C(O1)C=CC=C2C2=CC(=C(CC1=NC3=C(N1CCOC)C=C(C=C3)C(=O)OC)C(=C2)F)F)F